5-((1R,5S,6r)-3-((tert-Butyldiphenylsilyl)oxy)bicyclo[3.1.0]hexan-6-yl)-1-isopropyl-3-(trifluoromethyl)-1H-pyrazole [Si](C1=CC=CC=C1)(C1=CC=CC=C1)(C(C)(C)C)OC1C[C@H]2C([C@H]2C1)C1=CC(=NN1C(C)C)C(F)(F)F